3-[4-[1-(6-hydroxyhexyl)-4-piperidyl]anilino]piperidine-2,6-dione OCCCCCCN1CCC(CC1)C1=CC=C(NC2C(NC(CC2)=O)=O)C=C1